3,6,9,12-Tetraoxatetradecanedioic acid di-tert-butyl ester C(C)(C)(C)OC(COCCOCCOCCOCC(=O)OC(C)(C)C)=O